ClC1=C(C=C(C=C1)C1=CC(=NC=C1)N1CC(C1)O)CC(C(=O)NC1=CC=C(C=C1)C=1N(C=NC1)C)NC(=O)C=1N(N=CC1)C N-[1-[[2-chloro-5-[2-(3-hydroxyazetidin-1-yl)-4-pyridyl]phenyl]methyl]-2-[4-(3-methylimidazol-4-yl)anilino]-2-oxo-ethyl]-2-methyl-pyrazole-3-carboxamide